trans-1,4-bis(piperidin-4-yloxy)cyclohexane N1CCC(CC1)O[C@@H]1CC[C@H](CC1)OC1CCNCC1